5-methylpiperidin-1-yl-propionamide CC1CCCN(C1)C(C(=O)N)C